2-[6-[methyl(2,2,2-trifluoroethyl)amino]pyrimidin-4-yl]-N-tetrahydropyran-4-yl-1H-pyrrolo[3,2-c]pyridin-6-amine CN(C1=CC(=NC=N1)C1=CC=2C=NC(=CC2N1)NC1CCOCC1)CC(F)(F)F